3-methylenepyrrolidin-2-one C=C1C(NCC1)=O